4-(4-((1R,5S)-3,8-diazabicyclo[3.2.1]octan-3-yl)-2-(((S)-1-methylpyrrolidin-2-yl)methoxy)pyrido[4,3-d]pyrimidin-7-yl)naphthalen-2-ol [C@H]12CN(C[C@H](CC1)N2)C=2C1=C(N=C(N2)OC[C@H]2N(CCC2)C)C=C(N=C1)C1=CC(=CC2=CC=CC=C12)O